3-methyl-oxetan-3-yl-3-[5-[1-(2-fluoro-6-methyl-phenyl)-piperidin-4-yl]-6-oxo-7-(2-trifluoromethyl-benzyl)-4,5,6,7-tetrahydro-pyrazolo[3,4-d]pyrimidin-2-yl]-azetidine-1-carboxylic acid CC1(COC1)C1N(CC1N1N=C2N(C(N(CC2=C1)C1CCN(CC1)C1=C(C=CC=C1C)F)=O)CC1=C(C=CC=C1)C(F)(F)F)C(=O)O